NCC(CC1CCN(CC1)C(=O)OC(C)(C)C)C tert-butyl 4-(3-amino-2-methyl-propyl)piperidine-1-carboxylate